tert-Butyl 7-(5-chloro-7-(1H-pyrazol-1-yl)-4-(trifluoromethyl)benzo[d]oxazol-2-yl)-3-oxa-7,9-diazabicyclo[3.3.1]nonane-9-carboxylate ClC=1C=C(C2=C(N=C(O2)N2CC3COCC(C2)N3C(=O)OC(C)(C)C)C1C(F)(F)F)N1N=CC=C1